CC1(C)S(=O)(=O)OCC(C)OS1(=O)=O 2-propylene 2,2-propanedisulfonate